methyl 2-amino-4-chloro-5-fluoro-benzoate NC1=C(C(=O)OC)C=C(C(=C1)Cl)F